FC(S(=O)(=O)[O-])(F)F.BrC1=CC=CC=2C3=C([I+]C21)C(=CC(=C3)C)C 6-bromo-2,4-dimethyldibenzo[b,d]iodol-5-ium trifluoromethanesulfonate